O=C1N(CCC(N1)=O)C1=NN(C2=CC(=CC=C12)C#CC1CCN(CC1)C(=O)OC(C)(C)C)C tert-butyl 4-((3-(2,4-dioxotetrahydropyrimidin-1(2H)-yl)-1-methyl-1H-indazol-6-yl)ethynyl)piperidine-1-carboxylate